FC1=C(C=CC(=C1)C1=NC2=CC=C3C(=C2C=2CCCCC12)C=C(N3)C)O 2-fluoro-4-(2-methyl-8,9,10,11-tetrahydro-3H-pyrrolo[3,2-a]phenanthridin-7-yl)phenol